N-ethyl-3-trimethoxysilyl-2-methylpropanamine C(C)NCC(C[Si](OC)(OC)OC)C